((2-((3-chloro-4-fluorophenyl)(3,4-difluorophenyl)methyl)-1H-imidazol-4-yl)sulfonyl)glycine ClC=1C=C(C=CC1F)C(C=1NC=C(N1)S(=O)(=O)NCC(=O)O)C1=CC(=C(C=C1)F)F